5-azaguanine N1C(N)N=C2N=CNN2C1=O